7-(1-((6-((R)-3-(tert-butyldimethylsilyloxy)pyrrolin-1-yl)pyridin-2-yl)methyl)-1H-1,2,3-Triazol-4-yl)-3-(tetrahydro-2H-pyran-2-yl)-3H-imidazo[4,5-b]pyridine [Si](C)(C)(C(C)(C)C)OC1=CN(CC1)C1=CC=CC(=N1)CN1N=NC(=C1)C1=C2C(=NC=C1)N(C=N2)C2OCCCC2